2-(3-bromo-4-oxocyclohexyl)isoindoline-1,3-dione BrC1CC(CCC1=O)N1C(C2=CC=CC=C2C1=O)=O